C1N(CC12CNCC2)C2=CC=C(C=C2)C2=CC(=C1CN(C(C1=C2)=O)C(C(=O)NC=2SC=CN2)C2=C1N(C=N2)CCC1)F 2-(6-(4-(2,6-diazaspiro[3.4]octan-2-yl)phenyl)-4-fluoro-1-oxoisoindolin-2-yl)-2-(6,7-dihydro-5H-pyrrolo[1,2-c]imidazol-1-yl)-N-(thiazol-2-yl)acetamide